CN(C1=C(C=CC(=C1F)F)[C@H]1[C@@H](O[C@]([C@H]1C)(C(F)(F)F)C)C(=O)O)C (2r,3s,4s,5r)-3-(2-(dimethylamino)-3,4-difluorophenyl)-4,5-dimethyl-5-(trifluoromethyl)tetrahydrofuran-2-carboxylic acid